(3S)-1-[(2R)-2-[[2-Chloro-4-(2-chlorophenyl)-7-quinolyl]oxy]propanoyl]piperidin ClC1=NC2=CC(=CC=C2C(=C1)C1=C(C=CC=C1)Cl)O[C@@H](C(=O)N1CCCCC1)C